C1CCC12CCCC2 (3S)-spiro[3.4]octan